5-[1-[1-[5-[5-(Difluoromethyl)-1,3,4-oxadiazol-2-yl]thiophen-2-yl]-2-phenylethyl]triazol-4-yl]pyridin-2-amine FC(C1=NN=C(O1)C1=CC=C(S1)C(CC1=CC=CC=C1)N1N=NC(=C1)C=1C=CC(=NC1)N)F